FC=1C(=CC=C2CCNC12)C1=NNC2=NC=CC=C21 7-fluoro-6-{1H-pyrazolo[3,4-b]pyridin-3-yl}-2,3-dihydro-1H-indole